FC1=CC=C(C(=O)NC(C)C=2N=NN(C2)[C@H](CC2=CC3=CC=CC=C3C=C2)CC(=O)NO)C=C1 4-fluoro-N-(1-(1-((R)-4-(hydroxyamino)-1-(naphthalen-2-yl)-4-oxobutan-2-yl)-1H-1,2,3-triazol-4-yl)ethyl)benzamide